8-hydroxy-5,7-dinitro-2-naphthalenesulfonic acid Disodium salt [Na+].[Na+].OC=1C(=CC(=C2C=CC(=CC12)S(=O)(=O)[O-])[N+](=O)[O-])[N+](=O)[O-].OC=1C(=CC(=C2C=CC(=CC12)S(=O)(=O)[O-])[N+](=O)[O-])[N+](=O)[O-]